6-[acetyl-(2,6-difluoro-4-pyridyl)amino]-N-(2,2-dimethylcyclobutyl)-3-methoxy-pyridine-2-carboxamide C(C)(=O)N(C1=CC=C(C(=N1)C(=O)NC1C(CC1)(C)C)OC)C1=CC(=NC(=C1)F)F